4-(6-methoxy-[1,2,4]triazolo[1,5-a]pyridin-2-yl)-Nα-(methyl-d3)-2,7-naphthyridine-1,6-diamine COC=1C=CC=2N(C1)N=C(N2)C2=CN=C(C1=CN=C(C=C21)N)NC([2H])([2H])[2H]